[Fe].[Mn].[Co].[Ni] nickel-cobalt-manganese-iron salt